4-Bromo-1-ethylindolin-2-one BrC1=C2CC(N(C2=CC=C1)CC)=O